3,4-dihydro-1H-benzo[c][1,2,6]thiadiazine-7-carboxylic acid 2,2-dioxide N1S(NCC2=C1C=C(C=C2)C(=O)O)(=O)=O